CC1=C(C2=CC=CC=C2C=C1)NC(C(=O)NCC1=NC=CC=C1)=O N1-(2-methylnaphthalen-1-yl)-N2-(pyridin-2-ylmethyl)oxalamide